beta-enantholactone C1(CC(CCCC)O1)=O